methyl 4-[2-(1-ethyl-4-fluoro-3-methyl-1H-pyrazol-5-yl)-5-(hydroxymethyl)-1,3-thiazol-4-yl]-1-methyl-1H-pyrazolo[4,3-c]pyridine-6-carboxylate C(C)N1N=C(C(=C1C=1SC(=C(N1)C1=NC(=CC2=C1C=NN2C)C(=O)OC)CO)F)C